(4-fluorophenyl)-2-(4-methylsulfonylphenyl)-5-(4-pyridyl)-1H-imidazole FC1=CC=C(C=C1)N1C(=NC=C1C1=CC=NC=C1)C1=CC=C(C=C1)S(=O)(=O)C